4-(4-chloro-3-methoxy-phenyl)piperidine ClC1=C(C=C(C=C1)C1CCNCC1)OC